NC=1C=C(C(=O)NN)C=CN1 2-amino-isonicotinic acid hydrazide